N-geranoyl-1-amino-cyclopropyl-carboxylic acid C(\C=C(/C)\CCC=C(C)C)(=O)NC1(CC1)C(=O)O